5-(6-fluoropyridin-3-yl)-N-(4-(4-methylpiperazin-1-yl)phenyl)-4-(3-phenylisoxazolidine-2-yl)pyrimidin-2-amine FC1=CC=C(C=N1)C=1C(=NC(=NC1)NC1=CC=C(C=C1)N1CCN(CC1)C)N1OCCC1C1=CC=CC=C1